CC1=C(C(=C(C=C1)C1=CC=C(C=C1)N)C)N dimethyl-3,4'-diaminobiphenyl